O[C@@H](C(=O)O)CCCCCCCCCCCCCCCC (r)-2-hydroxystearic acid